(E)-2-cyano-3-(3,5-dichloro-4-((2-methyl-[1,1'-biphenyl]-3-yl)methoxy)phenyl)acrylamide 1-ethoxybutylmethacrylate C(C)OC(CCC)OC(C(=C)C)=O.C(#N)/C(/C(=O)N)=C\C1=CC(=C(C(=C1)Cl)OCC=1C(=C(C=CC1)C1=CC=CC=C1)C)Cl